C1(=CC=CC=C1)C1=C(C2=C(OC3=C2C=CC=C3)C=C1)C1=NN=NC(=C1C=1C3(C2=CC4=CC=CC=C4C2=CC1)C=CC=C1C2=CC=CC=C2C=C13)C1=CC=CC=C1 (phenyl)[(Phenyl)(spirobifluorenyl)triazineyl]dibenzofuran